tert-butyl N-[(2S)-1-[3,5-bis(prop-1-yn-1-yl)-7-[(thiophen-2-ylmethyl)amino]furo[3,2-b]pyridin-2-yl]propan-2-yl]carbamate C(#CC)C1=C(OC=2C1=NC(=CC2NCC=2SC=CC2)C#CC)C[C@H](C)NC(OC(C)(C)C)=O